[4-Fluoro-3-(7-morpholin-4-yl-quinazolin-4-yl)-phenyl]-(1-isopropyl-1H-pyrazol-4-yl)-methanol FC1=C(C=C(C=C1)C(O)C=1C=NN(C1)C(C)C)C1=NC=NC2=CC(=CC=C12)N1CCOCC1